(+)-beta-Pinen [C@@H]12C(CC[C@@H](C1(C)C)C2)=C